2-[4-(aminomethyl)-1-piperidyl]-N-[2,2,2-trideuterio-1-methyl-1-(trideuteriomethyl)ethyl]acetamide NCC1CCN(CC1)CC(=O)NC(C([2H])([2H])[2H])(C([2H])([2H])[2H])C